N(=[N+]=[N-])C[C@@]1(OC2=C(C1)C=C(C=C2\C(\C)=N\[S@](=O)C(C)(C)C)F)C (R)-N-((1E)-1-((2R)-2-(azidomethyl)-5-fluoro-2-methyl-2,3-dihydrobenzofuran-7-yl)ethylidene)-2-methylpropane-2-sulfinamide